(4aS,6aR,6bS,8aR,12aS,14bS)-11-cyano-2,2,6a,6b,9,9,12a-heptamethyl-10,14-dioxo-1,3,4,5,6,6a,6b,7,8,8a,9,10,12a,14,14a,14b-hexadecahydropicene-4a(2H)-carboxylic acid C(#N)C=1C(C([C@@H]2CC[C@]3([C@@]4(CC[C@]5(CCC(C[C@H]5C4C(C=C3[C@]2(C1)C)=O)(C)C)C(=O)O)C)C)(C)C)=O